N-[3-methoxy-4-(1,2,3,6-tetrahydro-pyridin-4-yl)-phenyl]-4-(1,2,3,6-tetrahydro-pyridin-4-yl)-benzamide COC=1C=C(C=CC1C=1CCNCC1)NC(C1=CC=C(C=C1)C=1CCNCC1)=O